BrC1=CC=C2C(=CC(=NC2=C1)NN1C(C(=C(C1=O)C)C)=O)CN1CCN(CC1)C(=O)C1=C(C=CC=C1)Cl 1-{[7-bromo-4-({4-[(2-chlorophenyl)carbonyl]piperazinyl}methyl)(2-quinolyl)]amino}-3,4-dimethylazoline-2,5-dione